FC1=C(C(=CC2=C1OC(CO2)COC2OCCCC2)C#N)I 8-Fluoro-7-iodo-2-(((tetrahydro-2H-pyran-2-yl)oxy)methyl)-2,3-dihydrobenzo[b][1,4]dioxine-6-carbonitrile